ClC1=C(C=2OCC3N(C2N=C1)CCN(C3)C(CCOCC3NCC3)=O)F 2-((3-(3-chloro-4-fluoro-6a,7,9,10-tetrahydropyrazino[1,2-d]pyrido[3,2-b][1,4]oxazin-8(6H)-yl)-3-oxopropoxy)methyl)azetidin